CCC(C(CC)=O)=O 3,4-Hexandion